NC=1N=NC(=CC1C1=CC=C(OCCOC2=NOC(=C2)C(C(=O)O)C(C)C)C=C1)C1=C(C=CC=C1)O 2-(3-(2-(4-(3-amino-6-(2-hydroxyphenyl)pyridazin-4-yl)phenoxy)ethoxy)isoxazol-5-yl)-3-methylbutanoic acid